2,3,4-trihydroxy-6-chloro-4'-tert-butylbenzophenone OC1=C(C(=O)C2=CC=C(C=C2)C(C)(C)C)C(=CC(=C1O)O)Cl